FC(C(F)(F)F)(S(=O)(=O)[N-]S(=O)(=O)C(C(F)(F)F)(F)F)F bis((perfluoroethyl)sulphonyl)amide